(4-carbamoyl-1-(4-(3-fluoro-5-(trifluoromethyl) benzyl) pyridin-2-yl)-3-methyl-1H-pyrazol-5-yl) dihydrogen phosphate P(=O)(OC1=C(C(=NN1C1=NC=CC(=C1)CC1=CC(=CC(=C1)C(F)(F)F)F)C)C(N)=O)(O)O